BrC1=CC=C2C(C(=COC2=C1)C=O)=O 7-bromo-chromone-3-carbaldehyde